B(ON1N=C(C(=C1Br)Br)Br)(ON1N=C(C(=C1Br)Br)Br)ON1N=C(C(=C1Br)Br)Br tris(3,4,5-tribromopyrazolyl) borate